N-(4-(4-(5-fluoropyrimidin-2-yl)piperazin-1-yl)phenyl)-2-(5-methyl-1-(methyl-d3)-3-phenyl-1H-pyrrol-2-yl)-2-oxoacetamide FC=1C=NC(=NC1)N1CCN(CC1)C1=CC=C(C=C1)NC(C(=O)C=1N(C(=CC1C1=CC=CC=C1)C)C([2H])([2H])[2H])=O